2'-(5,5-difluorotetrahydro-2H-pyran-2-yl)-3-fluoro-[2,4'-bipyridin] FC1(CCC(OC1)C1=NC=CC(=C1)C1=NC=CC=C1F)F